C(CCCCCC)NC(=O)N(CCCC)CCCC N-heptyl-N',N'-dibutylurea